C(C1=CC=CC=C1)OC(C(=O)O)=CC1=CC=CC=C1 benzyloxycinnamic acid